2-(4-(2-bromobenzamido)benzamido)benzoic acid BrC1=C(C(=O)NC2=CC=C(C(=O)NC3=C(C(=O)O)C=CC=C3)C=C2)C=CC=C1